C1(=CC=CC=C1)C1SC2=C(N1)C=CC=C2 2-phenyl-2,3-dihydrobenzo[d]thiazole